3-(5-((4-((4'-chloro-5,5-dimethyl-3,4,5,6-tetrahydro-[1,1'-biphenyl]-2-yl)amino)piperidin-1-yl)methyl)-1-oxoisoindolin-2-yl)piperidine-2,6-dione ClC1=CC=C(C=C1)C1=C(CCC(C1)(C)C)NC1CCN(CC1)CC=1C=C2CN(C(C2=CC1)=O)C1C(NC(CC1)=O)=O